P(=O)([O-])([O-])[O-].[Li+].[Al+3].[V+5].P(=O)([O-])([O-])[O-].P(=O)([O-])([O-])[O-] vanadium aluminum lithium phosphate